ClC=1C(=C(C(=CC1)C(F)F)C1=CN=CC(=N1)C(=O)NC=1C=NN(C1)[C@@H](C)C=1C=NC(=NC1)N1[C@@H]([C@@H]2C[C@@H]2C1)C#N)F 6-(3-chloro-6-(difluoromethyl)-2-fluorophenyl)-N-(1-((S)-1-(2-((1R,2S,5S)-2-cyano-3-azabicyclo[3.1.0]hexan-3-yl)pyrimidin-5-yl)ethyl)-1H-pyrazol-4-yl)pyrazine-2-carboxamide